FC=1C=C(C=CC1F)[C@H]1[C@@H](CN(C1)CCOC)NC(=O)NC1=C(C(=NN1C1=CC=CC=C1)OCC)C 1-((3S,4R)-4-(3,4-difluorophenyl)-1-(2-methoxyethyl)pyrrolidin-3-yl)-3-(3-ethoxy-4-methyl-1-phenyl-1H-pyrazol-5-yl)urea